ClC=1C=C(C=CC1)CC(=O)C1=NC=C(C=C1)Cl 2-(3-chlorophenyl)-1-(5-chloropyridin-2-yl)ethanone